ClC1=C(C=CC=C1)CS(=O)(=O)N 2-chlorophenylmethanesulfonamide